4-(2',3',4',5'-tetrahydro-[1,1'-biphenyl]-4-yl)-1H-indazole-3-carboxylic acid C1(=CC=C(C=C1)C1=C2C(=NNC2=CC=C1)C(=O)O)C=1CCCCC1